C(#N)C(C)(C)C=1C=CC=2N(C1)N=CC2C2=CC(=C(C(=O)NC1CC1)C(=C2)OC)OC 4-[6-(1-Cyano-1-methyl-ethyl)pyrazolo[1,5-a]pyridin-3-yl]-N-cyclopropyl-2,6-dimethoxy-benzamide